3-tert-Butyl-[1,2,4]oxadiazole-5-carboxylic acid {2-[2-(5-ethyl-1-methyl-1H-pyrazol-3-yl)-3H-imidazo[4,5-b]pyridin-7-yl]-6,7,8,9-tetrahydro-5H-benzocyclohepten-5-yl}-amide C(C)C1=CC(=NN1C)C1=NC=2C(=NC=CC2C=2C=CC3=C(CCCCC3NC(=O)C3=NC(=NO3)C(C)(C)C)C2)N1